CO[C@@]1(COCC1)C1=CC(=CC(=N1)N1N=C(C=2C=NC(=CC21)NC(=O)N)C(F)(F)F)OCC2COC2 (R)-1-(1-(6-(3-Methoxytetrahydrofuran-3-yl)-4-(oxetan-3-ylmethoxy)pyridin-2-yl)-3-(trifluoromethyl)-1H-pyrazolo[4,3-c]pyridin-6-yl)urea